(R)-N-(4-(6-(3-methylmorpholino)-1-(1H-pyrazol-3-yl)-1H-pyrazolo[3,4-b]pyridin-4-yl)phenyl)-2-oxopropionamide C[C@@H]1COCCN1C1=CC(=C2C(=N1)N(N=C2)C2=NNC=C2)C2=CC=C(C=C2)NC(C(C)=O)=O